C(C)(C)(C)OC(=O)N1CC(C1)(C[N+](=O)[O-])N1C(COCC1)C(=O)OC methyl 4-(1-(tert-butoxycarbonyl)-3-(nitromethyl)azetidin-3-yl)morpholine-3-carboxylate